N-[6-(2-Aminopyrimidin-5-yl)-2-methoxy-3-pyridyl]-5-methyl-3-phenyl-isoxazole-4-carboxamide NC1=NC=C(C=N1)C1=CC=C(C(=N1)OC)NC(=O)C=1C(=NOC1C)C1=CC=CC=C1